propylene methyl methacrylate C(C(=C)C)(=O)OC.C=CC